N[C@H]1CN(CCC1)C1=NC2=C(N1CC1=CC=C(C#N)C=C1)C=CC(=C2)OC (R)-4-((2-(3-Aminopiperidin-1-yl)-5-methoxy-1H-benzo[d]imidazol-1-yl)methyl)benzonitril